O1CCN(CC1)C(C)S(=O)(=O)O L-1-morpholinoethanesulfonic acid